FC=1C(=C(C=CC1)C=1C=C2C(=NN1)NC[C@]1(N2C[C@@H](C1)OC=1C=C(C(=NC1C)C#N)C)C)O 5-(((6aS,8R)-2-(3-fluoro-2-hydroxyphenyl)-6a-methyl-5,6,6a,7,8,9-hexahydro-pyrrolo[1',2':4,5]pyrazino[2,3-c]pyridazin-8-yl)oxy)-3,6-dimethylpicolinonitrile